tert-butyl (6aR)-3,4-dichloro-1-(5-methylhexahydropyrrolo[3,4-b]pyrrol-1(2H)-yl)-12-oxo-6a,7,9,10-tetrahydro-12H-pyrazino[2,1-c]pyrido[3,4-f][1,4]oxazepine-8(6H)-carboxylate ClC1=C(C2=C(C(N3[C@@H](CO2)CN(CC3)C(=O)OC(C)(C)C)=O)C(=N1)N1C3C(CC1)CN(C3)C)Cl